(2'-(4,5-Dimethyl-1H-imidazol-2-yl)-3,4'-bipyridin-5-yl)(2-oxa-7-azaspiro[3.5]nonan-7-yl)methanon CC=1N=C(NC1C)C1=NC=CC(=C1)C=1C=NC=C(C1)C(=O)N1CCC2(COC2)CC1